O1CCC(CC1)CN1N=C(C2=CC=CC=C12)C(=O)OC methyl 1-((tetrahydro-2H-pyran-4-yl)methyl)-1H-indazole-3-carboxylate